COC1=CC=C(C=C1)NC(CN1N=C(C=CC1=O)C=1SC=CC1)=O N-(4-methoxyphenyl)-2-(6-oxo-3-(thiophen-2-yl)pyridazin-1(6H)-yl)acetamide